N1=NC(=CC2=C1C1=C(CCC2)C=CC=C1)N1N=C(N=C1N)NC1=CC(=C(C=C1)N1C[C@@H](CC1)CN1CCCC1)F 1-(6,7-dihydro-5H-benzo[6,7]cyclohepta[1,2-c]pyridazin-3-yl)-N3-(3-fluoro-4-((S)-3-(pyrrolidin-1-yl-methyl)pyrrolidinyl)phenyl)-1H-1,2,4-triazole-3,5-diamine